(S)-1-Methyl-2-((3-(2-oxo-1-(quinolin-3-yl)-1,2-dihydro-3H-imidazo[4,5-b]pyridin-3-yl)pyrrolidin-1-yl)methyl)-1H-imidazole-5-carboxylic Acid CN1C(=NC=C1C(=O)O)CN1C[C@H](CC1)N1C(N(C=2C1=NC=CC2)C=2C=NC1=CC=CC=C1C2)=O